C(CCCCCCCCC)[Sn] decyltin